alpha-oxo-1-(phenylmethyl)-5-[4-(trifluoromethoxy)phenyl]-1H-indole-3-acetic acid O=C(C(=O)O)C1=CN(C2=CC=C(C=C12)C1=CC=C(C=C1)OC(F)(F)F)CC1=CC=CC=C1